2,4-dichloro-8-methoxyquinazoline ClC1=NC2=C(C=CC=C2C(=N1)Cl)OC